CC1(OB(OC1(C)C)C1=NNC=C1)C (4,4,5,5-tetramethyl-1,3,2-dioxaborolan-2-yl)pyrazole